1-((3S)-4-(7-(2-Amino-7-Fluorobenzo[d]thiazol-4-yl)-6-Chloro-8-Fluoro-2-(((S)-1-Methylpyrrolin-2-yl)Methoxy)Quinazolin-4-yl)-3-Methylpiperazin-1-yl)Prop-2-En-1-One NC=1SC2=C(N1)C(=CC=C2F)C2=C(C=C1C(=NC(=NC1=C2F)OCC=2N(CCC2)C)N2[C@H](CN(CC2)C(C=C)=O)C)Cl